(S)-3-butene-1,2-diol C([C@H](C=C)O)O